ClC=1C=NC(=NC1)N1C(C=2CCC(CC2C=N1)C1=C(C=C(C=C1)C)C)=O 2-(5-Chloropyrimidin-2-yl)-6-(2,4-dimethylphenyl)-5,6,7,8-tetrahydro-phthalazin-1(2H)-one